OC1=CC(=CC2=CC=CC=C12)O 1,3-Dihydroxynaphthalin